C1(CCCC1)OC=1C=CC=C2C=CC(=NC12)C12CCC(CC1)(CC2)OCC=2C(=NOC2C2CC2)C2=C(C=NC=C2Cl)Cl 8-(Cyclopentyloxy)-2-(4-((5-cyclopropyl-3-(3,5-dichloropyridin-4-yl)isoxazol-4-yl)methoxy)bicyclo[2.2.2]octan-1-yl)chinolin